6-chloro-4-((2-(N,N-dimethyl-sulfamoyl)phenyl)amino)-N-methoxynicotinamide ClC1=NC=C(C(=O)NOC)C(=C1)NC1=C(C=CC=C1)S(N(C)C)(=O)=O